1-((((2-(6-Cyclopropyl-4-(4-fluoro-2-(4-methyl-4H-1,2,4-triazol-3-yl)phenyl)pyridin-2-yl)-7-(trifluoromethyl)benzo[d]oxazol-5-yl)methyl)amino)methyl)cyclobutan-1-ol C1(CC1)C1=CC(=CC(=N1)C=1OC2=C(N1)C=C(C=C2C(F)(F)F)CNCC2(CCC2)O)C2=C(C=C(C=C2)F)C2=NN=CN2C